FC(C1=CC2=C(NC(=N2)CC2=CC=C(C=C2)C2=C(C(=O)N)C=CC=C2)C=C1)(F)F (4-((5-(trifluoromethyl)-1H-benzo[d]imidazol-2-yl)methyl)phenyl)benzamide